7-bromo-2,4,6-trichloro-8-fluoro-quinazoline BrC1=C(C=C2C(=NC(=NC2=C1F)Cl)Cl)Cl